CC=1C=C(C=C(C1O)C)C(C)(C)C1=CC(=CC=C1)C(C)(C)C1=CC(=C(C(=C1)C)O)C 1,3-bis[2-(3,5-dimethyl-4-hydroxyphenyl)-2-propyl]-benzene